3-(((benzyloxy)carbonyl)(methyl)amino)-2,2-dimethylpropanoic acid C(C1=CC=CC=C1)OC(=O)N(CC(C(=O)O)(C)C)C